trans-N-methyl-4-(methyl-7H-pyrrolo[2,3-D]pyrimidin-4-ylamino)cyclohexyl-methanesulfonamide CNS(=O)(=O)C[C@@H]1CC[C@H](CC1)N(C=1C2=C(N=CN1)NC=C2)C